ethylaluminum di-chloride C(C)[Al](Cl)Cl